methyl 1-oxo-1,2-dihydroisoquinoline-7-carboxylate O=C1NC=CC2=CC=C(C=C12)C(=O)OC